(S)-2-((7-((4-chloro-2-fluorobenzyl)oxy)-3,4-dihydroisoquinolin-2(1H)-yl)methyl)-3-(oxetan-2-ylmethyl)-3H-imidazo[4,5-b]pyridine-5-carboxylic acid ClC1=CC(=C(COC2=CC=C3CCN(CC3=C2)CC2=NC=3C(=NC(=CC3)C(=O)O)N2C[C@H]2OCC2)C=C1)F